NC1CC(CC1)C(=O)O 3-AMINOCYCLOPENTANECARBOXYLIC ACID